2-(5-methoxy-1H-indol-3-yl)-N,N-dimethylpropan-1-amine-1,1-d2 COC=1C=C2C(=CNC2=CC1)C(C(N(C)C)([2H])[2H])C